4-(3-(2-cyclopropyl-4-(3-(trifluoromethyl)-1H-pyrrolo[2,3-b]pyridin-5-yl)-1H-imidazol-1-yl)bicyclo[1.1.1]pentan-1-yl)morpholine bis(2,2,2-trifluoroacetate) FC(C(=O)O)(F)F.FC(C(=O)O)(F)F.C1(CC1)C=1N(C=C(N1)C=1C=C2C(=NC1)NC=C2C(F)(F)F)C21CC(C2)(C1)N1CCOCC1